1-o-Tolyl-1H-[1,2,3]triazole-4-carboxylic acid {2-oxo-2-[4-(3-trifluoromethyl-phenoxy)-piperidin-1-yl]-ethyl}-amide O=C(CNC(=O)C=1N=NN(C1)C1=C(C=CC=C1)C)N1CCC(CC1)OC1=CC(=CC=C1)C(F)(F)F